2-(Butylthio)-N,9-bis(2,6-difluoro-3-methylbenzyl)-9H-purin-6-amine C(CCC)SC1=NC(=C2N=CN(C2=N1)CC1=C(C(=CC=C1F)C)F)NCC1=C(C(=CC=C1F)C)F